methyl 5-[3-[[(4R)-1-[(3-aminophenyl)methylsulfonyl]-2,2-dimethyl-4-piperidyl]amino]phenyl]-3-(2-tert-butoxy-2-oxo-ethoxy)-4-chlorothiophene-2-carboxylate NC=1C=C(C=CC1)CS(=O)(=O)N1C(C[C@@H](CC1)NC=1C=C(C=CC1)C1=C(C(=C(S1)C(=O)OC)OCC(=O)OC(C)(C)C)Cl)(C)C